CS(=O)(=O)N1CCC(CC1)COC1=CC=CC(=N1)N1CCN(CC1)CC1=NC2=C(N1C[C@H]1OCC1)C=C(C=C2)C(=O)O (S)-2-((4-(6-((1-(methylsulfonyl)piperidin-4-yl)methoxy)pyridin-2-yl)piperazin-1-yl)methyl)-1-(oxetan-2-ylmethyl)-1H-benzo[d]imidazole-6-carboxylic acid